CN1C(CNC(C1)=O)C1=CC=C(C=C1)NC(OCC1=CC=C(C=C1)C(F)F)=O 4-(difluoromethyl)benzyl (4-(1-methyl-5-oxopiperazin-2-yl)phenyl)carbamate